C(C)(C)(C)N(S(=O)(=O)C=1C=C2C=CN(C2=C(C1)N1C2CN(CC1CC2)C(C2=C(C=C(C=C2)F)Cl)=O)COCC[Si](C)(C)C)C N-tert-butyl-7-[3-(2-chloro-4-fluoro-benzoyl)-3,8-diazabicyclo[3.2.1]octan-8-yl]-N-methyl-1-(2-trimethylsilylethoxymethyl)indole-5-sulfonamide